N-(methylsulfonyl)-5-((3-(8-(((3R,4R)-3-fluoro-1-methylpiperidin-4-yl)amino)-3-(2,2,2-trifluoroethyl)indolizin-2-yl)prop-2-yn-1-yl)amino)-6-(methoxy-d3)pyridine-2-carboxamide CS(=O)(=O)NC(=O)C1=NC(=C(C=C1)NCC#CC=1C=C2C(=CC=CN2C1CC(F)(F)F)N[C@H]1[C@@H](CN(CC1)C)F)OC([2H])([2H])[2H]